7-Methoxy-4-((3-Methoxy-5-(1H-pyrazol-4-yl)phenyl)amino)quinoline-6-carboxamide COC1=C(C=C2C(=CC=NC2=C1)NC1=CC(=CC(=C1)C=1C=NNC1)OC)C(=O)N